Cl.FC1=CC(CN2N=CC(=C2)CN)=CC(C1OC)(C)F (1-(3,5-difluoro-4-methoxy-5-methylbenzyl)-1H-pyrazol-4-yl)methylamine hydrochloride